6-(methylcarbamoyl)nicotinic acid CNC(=O)C1=NC=C(C(=O)O)C=C1